6-methyl-1-(2-(6-(trifluoromethyl)imidazo[1,2-a]pyridin-3-yl)pyrimidin-4-yl)piperidine-3-carboxamide CC1CCC(CN1C1=NC(=NC=C1)C1=CN=C2N1C=C(C=C2)C(F)(F)F)C(=O)N